3-(3-hydroxypropyl)-1,1-bis(2-thienylmethyl)urea OCCCNC(N(CC=1SC=CC1)CC=1SC=CC1)=O